2-oxo-N-(6-oxo-1-phenyl-1,6-dihydropyridin-3-yl)propionamide O=C(C(=O)NC1=CN(C(C=C1)=O)C1=CC=CC=C1)C